The molecule is an organic heterobicyclic compound that is a fusion product between benzene and thiazole. The parent of the class of benzothiazoles. It has a role as a plant metabolite, a xenobiotic and an environmental contaminant. C1=CC=C2C(=C1)N=CS2